2-(1-amino-7-(7-fluoroimidazo[1,2-a]pyridin-3-yl)isoquinoline-4-yl)-N,N-dimethyl-4,5,6,7-tetrahydrobenzo[d]thiazol-4-amine NC1=NC=C(C2=CC=C(C=C12)C1=CN=C2N1C=CC(=C2)F)C=2SC1=C(N2)C(CCC1)N(C)C